1-(6-cyclopropyl-4-(cyclopropylfluoro(4-methyl-4H-1,2,4-triazol-3-yl)methyl)pyridin-2-yl)-6-fluoro-4-(((R)-2-methylmorpholino)methyl)benzo[cd]indol-2(1H)-one C1(CC1)C1=CC(=CC(=N1)N1C(C2=C3C(C(=CC=C13)F)=CC(=C2)CN2C[C@H](OCC2)C)=O)C(C2=NN=CN2C)(F)C2CC2